thiophen-3-yl(4-(((2R,3R,4R,5S)-3,4,5-trihydroxy-2-methylpiperidin-1-yl)methyl)piperidin-1-yl)methanone S1C=C(C=C1)C(=O)N1CCC(CC1)CN1[C@@H]([C@H]([C@@H]([C@H](C1)O)O)O)C